ClC=1C(=C2CCCCN2C1C(C(=O)NC(CO)(C)C)=O)C(=O)NC1=CC(=C(C=C1)F)F 2-chloro-N-(3,4-difluorophenyl)-3-(2-((1-hydroxy-2-methylpropan-2-yl)amino)-2-oxoacetyl)-5,6,7,8-tetrahydroindolizine-1-carboxamide